COC(C[C@@H](C#CC)C1=C(C=C(C=C1)OCC=C(C)C)F)=O (3S)-3-{2-fluoro-4-[(3-methylbut-2-en-1-yl)oxy]Phenyl}hex-4-ynoic acid methyl ester